ethylene pyruvate C(C(=O)C)(=O)O.C=C